acetoxyacetate C(C)(=O)OCC(=O)[O-]